N-[5-(2-chloro-5-cyanophenyl)-1H-indazol-3-yl]-6,6-dimethylpiperidine-3-carboxamide hydrochloride Cl.ClC1=C(C=C(C=C1)C#N)C=1C=C2C(=NNC2=CC1)NC(=O)C1CNC(CC1)(C)C